C(C)(C)(C)OC(=O)N1CC2C(C(C1)C2)COC=2C=1N(C=C(N2)C=2C=NN(C2)C)N=CC1.C(C)(=O)N[Co](NC(C)=O)(NC(C)=O)NC(C)=O tetra-acetamidocobalt tert-butyl-6-(((6-(1-methyl-1H-pyrazol-4-yl)pyrazolo[1,5-a]pyrazin-4-yl)oxy)methyl)-3-azabicyclo[3.1.1]heptane-3-carboxylate